C(C(=C)C)(=O)OCCC[Si](OC)(OC)OC gamma-methacryloxypropyl-trimethyloxysilane